FC=1C(=NC(=NC1)NC1=CC=C2C(=NNC2=C1)C(=O)OC)C1=CNC2=C(C=CC=C12)NC([C@@H](COC)N1CCN(CC1)C)=O methyl (R)-6-((5-fluoro-4-(7-(3-methoxy-2-(4-methylpiperazin-1-yl)propanamido)-1H-indol-3-yl)pyrimidin-2-yl)amino)-1H-indazole-3-carboxylate